(S)-1-(7-chloro-8-fluoro-2-(((2R,7aS)-2-fluorotetrahydro-1H-pyrrolizin-7a(5H)-yl)methoxy)-5-methylpyrido[4,3-d]pyrimidin-4-yl)pyrrolidin-3-ol ClC1=C(C=2N=C(N=C(C2C(=N1)C)N1C[C@H](CC1)O)OC[C@]12CCCN2C[C@@H](C1)F)F